C(=C)C1=NC(=NC(=N1)N)N vinyl-4,6-diamino-S-triazine